ClC1=C(C(=O)NC2CC2)C=C(C=C1)C=1C=NN(C1)C=1N(N=C(C1C(F)(F)F)O)C 2-chloro-N-cyclopropyl-5-[1-[5-hydroxy-2-methyl-4-(trifluoromethyl)pyrazol-3-yl]pyrazol-4-yl]benzamide